6-iodo-2-oxo-2H-chromene IC=1C=C2C=CC(OC2=CC1)=O